C(C)ON1CCC2(CC1)OCC1=C(O2)C=CC(=C1)C1=CC=C2C=CC=NC2=C1C N-ethoxy-6-(8-methyl-7-quinolyl)spiro[4H-1,3-benzodioxine-2,4'-piperidine]